FC=1C(=NC=C(C1)F)CNC(=O)C1=CN=C(S1)N1CCC(CC1)N1C[C@@H](CCC1)C N-[(3,5-difluoropyridin-2-yl)methyl]-2-[(3R)-3-methyl-[1,4'-bipiperidin]-1'-yl]-1,3-thiazole-5-carboxamide